BrC=1C=C(C(=NC1)C=1OC=C(N1)C)Cl 2-(5-bromo-3-chloropyridin-2-yl)-4-methyloxazole